COC=1C=C2C(=NC=NC2=CC1OC)N1CCNCCC1 4-(6,7-dimethoxyquinazolin-4-yl)-1,4-diazacycloheptane